N1CC(C1)OCC(CO)NC(COC=1C=C(OC2=CC=C(C=N2)C(=O)N[C@H](C(=O)OC)CCC(C)(C)C)C=CC1)=O methyl (2S)-2-[[6-[3-[2-[[1-(azetidin-3-yloxymethyl)-2-hydroxy-ethyl]amino]-2-oxo-ethoxy]phenoxy]pyridine-3-carbonyl]amino]-5,5-dimethyl-hexanoate